citric acid-d3 C(C(C(O)(C(=O)O)C(C(=O)O)[2H])([2H])[2H])(=O)O